N-methyl-amine oxide C[NH2]=O